C1(CCCCC1)C[C@@H](C(=O)N[C@H](C[C@H]1C(NCCC1)=O)C(CO)=O)NC(C(=O)NC1=C(C=CC=C1)F)=O N1-((S)-3-cyclohexyl-1-(((R)-4-hydroxy-3-oxo-1-((S)-2-oxopiperidin-3-yl)butan-2-yl)amino)-1-oxopropan-2-yl)-N2-(2-fluorophenyl)oxalamide